4-methoxy-3-nitro-phenylboronic acid COC1=C(C=C(C=C1)B(O)O)[N+](=O)[O-]